5-{3-[(4-Aminobutyl)amino]-4-(trifluoromethyl)phenyl}-1,3,4-oxadiazol-2(3H)-one NCCCCNC=1C=C(C=CC1C(F)(F)F)C1=NNC(O1)=O